methyl 2-amino-7-[2-[tert-butyl(dimethyl)silyl]oxyethyl]-5-methyl-4-[2-(pyridine-2-carbonyl)hydrazino]pyrrolo[2,3-d]pyrimidine-6-carboxylate NC=1N=C(C2=C(N1)N(C(=C2C)C(=O)OC)CCO[Si](C)(C)C(C)(C)C)NNC(=O)C2=NC=CC=C2